(R)-5-{4-[4-(2,6-dimethylphenyl)piperazine-1-carbonyl]phenyl}-5-isopropylimidazolidine-2,4-dione CC1=C(C(=CC=C1)C)N1CCN(CC1)C(=O)C1=CC=C(C=C1)[C@@]1(C(NC(N1)=O)=O)C(C)C